[Co]=S.[Ni] nickel-cobalt sulphide